C(C)(C)(C)NC(NC1=CC2=C(N(C(CO2)=O)CC2=CC(=CC=C2)C)C=C1)=O 3-tert-butyl-1-{4-[(3-methylphenyl)methyl]-3-oxo-2H-1,4-benzoxazin-7-yl}urea